N1=CC(=CC=C1)CN1CCCC1 1-(pyridin-3-ylmethyl)pyrrolidin